FC=1C(=NC(=CC1)C)C(CC1=NC(=NC(=N1)N[C@@H](CO)CC(C)C)NS(=O)(=O)C)C N-(4-(2-(3-Fluoro-6-methylpyridin-2-yl)propyl)-6-(((R)-1-hydroxy-4-methylpentan-2-yl)amino)-1,3,5-triazin-2-yl)methanesulfonamide